(12AR)-9-bromo-10-chloro-7-(1H-pyrazol-1-yl)-3,4,12,12a-tetrahydro-6H-pyrazino[2,1-c][1,4]benzoxazepine-2(1H)-carboxylic acid tert-butyl ester C(C)(C)(C)OC(=O)N1C[C@@H]2COC3=C(CN2CC1)C(=CC(=C3Cl)Br)N3N=CC=C3